NCCC[Ti](OC)(OC)OC aminopropyl-trimethoxytitanium (IV)